3-(difluoromethoxy)-4-[4-(difluoromethanesulfonyl)-3-methyl-phenyl]-N-methyl-1H-pyrazolo[3,4-c]pyridine-5-carboxamide FC(OC1=NNC2=CN=C(C(=C21)C2=CC(=C(C=C2)S(=O)(=O)C(F)F)C)C(=O)NC)F